C(C)(=O)OCC.[Rh+2] rhodium (II) ethyl acetate